methyl 2-((4-(6-((4-acetyl-3-methoxybenzyl)-oxy)pyridin-2-yl)piperidin-1-yl)methyl)-1-(oxetan-2-ylmethyl)-1H-benzo[d]imidazole-6-carboxylate C(C)(=O)C1=C(C=C(COC2=CC=CC(=N2)C2CCN(CC2)CC2=NC3=C(N2CC2OCC2)C=C(C=C3)C(=O)OC)C=C1)OC